C(C1=CC=CC=C1)C(C(=O)C1=CC=C(C=C1)N1CCOCC1)(CCC)N(C)C 2-benzyl-2-Dimethylamino-1-(4-morpholinophenyl)-1-pentanone